FC(C=1C(NN=CC1NCCN1CC(C1)C(=O)N1CCN(CC1)C1=NC=C(C=N1)C(F)(F)F)=O)(F)F 4-(trifluoromethyl)-5-((2-(3-(4-(5-(trifluoromethyl)pyrimidin-2-yl)piperazine-1-carbonyl)azetidine-1-yl)ethyl)amino)pyridazin-3(2H)-one